CCCCCC/C=C\CCCCCCCCCC(=O)OC[C@H](COP(=O)([O-])OCC[N+](C)(C)C)OC(=O)CCCCCCCCC/C=C\C/C=C\CCCCC 1-(11Z-octadecenoyl)-2-(11Z,14Z-eicosadienoyl)-sn-glycero-3-phosphocholine